BrC1=CN=CC=N1 6-bromopyrazin